(3S,4R)-3-azido-4-(((benzyloxy)carbonyl)amino)piperidine-1-carboxylic acid tert-butyl ester C(C)(C)(C)OC(=O)N1C[C@@H]([C@@H](CC1)NC(=O)OCC1=CC=CC=C1)N=[N+]=[N-]